C(C)(=O)C=1C=C(NC1)C(=O)NCC1=C(C=CC=C1)[N+](=O)[O-] 4-acetyl-N-(2-nitrobenzyl)-1H-pyrrole-2-carboxamide